methyl 2-[[6-[6-(3-cyclopropyl-1,2,4-triazol-1-yl)-2-azaspiro[3.3]heptane-2-carbonyl]-2,6-diazaspiro[3.3]heptan-2-yl]sulfonyl]benzoate C1(CC1)C1=NN(C=N1)C1CC2(CN(C2)C(=O)N2CC3(CN(C3)S(=O)(=O)C3=C(C(=O)OC)C=CC=C3)C2)C1